2,5-dioxopyrrolidin-1-yl (R)-4-(1-((5-methoxy-7-methyl-1H-indol-4-yl)-methyl)-4-(2,2,3,3-tetrafluoropropyl)piperazin-2-yl)benzoate COC=1C(=C2C=CNC2=C(C1)C)CN1[C@@H](CN(CC1)CC(C(F)F)(F)F)C1=CC=C(C(=O)ON2C(CCC2=O)=O)C=C1